ethyl (R)-2-(2-(3,5-dibromo-1H-1,2,4-triazol-2-yl)-3,3-dimethylbutan-2-yl)-4-oxo-1,4-dihydropyridine-3-carboxylate BrC1N(NC(=N1)Br)[C@](C)(C(C)(C)C)C=1NC=CC(C1C(=O)OCC)=O